(1R,2R)-N-(4-cyclobutyl-3-(4-fluorophenyl)-1-methyl-1H-pyrazol-5-yl)-2-fluorocyclopropane-1-carboxamide C1(CCC1)C=1C(=NN(C1NC(=O)[C@@H]1[C@@H](C1)F)C)C1=CC=C(C=C1)F